C(C)OCC=1OC2=CC=CC=C2C(C1)=O 2-ethoxymethyl-chromone